5-Methyl-2-((methylamino)methyl)-N-(1-(naphthalen-1-yl)cyclopropyl)indoline-6-carboxamide CC=1C=C2CC(NC2=CC1C(=O)NC1(CC1)C1=CC=CC2=CC=CC=C12)CNC